C(#N)C=1C=C(C=C(C1C)C1=NC=CC=C1)NC(=O)N1C2CCCC1C2 N-(3-cyano-4-methyl-5-pyridin-2-ylphenyl)-6-azabicyclo[3.1.1]heptane-6-carboxamide